3-((7-(6-Chloro-3-(((R)-morpholin-2-yl)methyl)-2-oxo-2,3-dihydro-1H-benzo[d]imidazol-4-yl)thieno[3,2-b]pyridin-2-yl)methyl)-6,6-dimethyl-3-azabicyclo[3.1.0]hexane ClC=1C=C(C2=C(NC(N2C[C@H]2CNCCO2)=O)C1)C1=C2C(=NC=C1)C=C(S2)CN2CC1C(C1C2)(C)C